(1R,5S,6r)-3-phenyl-3-aza-bicyclo[3.1.0]hexane-6-carboxylic acid ethyl ester C(C)OC(=O)C1[C@H]2CN(C[C@@H]12)C1=CC=CC=C1